(S)-2-(5-(1-(4-azaspiro[2.5]oct-7-yl)vinyl)pyrazin-2-yl)-5-(1H-imidazol-1-yl)phenol C1CC12NCC[C@@H](C2)C(=C)C=2N=CC(=NC2)C2=C(C=C(C=C2)N2C=NC=C2)O